FC(C1=CC=C(C=C1)[C@H]1[C@@H](C1)NC1CCC(CC1)N)(F)F N1-((trans)-2-(4-(trifluoromethyl)phenyl)cyclopropyl)cyclohexane-1,4-diamine